[Cl-].OC(CN1CN(C=C1)C=CC)CO 1-(2,3-dihydroxypropyl)-3-propenyl-imidazole chloride salt